N-(3,5-dichloropyridin-4-yl)-2-[1-(4-fluorobenzyl)-5-hydroxy-1H-indole-3-yl]-2-oxo-acetamide ClC=1C=NC=C(C1NC(C(=O)C1=CN(C2=CC=C(C=C12)O)CC1=CC=C(C=C1)F)=O)Cl